[N+](=O)([O-])C1=C(C(=O)NC)C=C(C=C1C)Cl 2-nitro-5-chloro-N,3-dimethyl-benzamide